4-methoxy-2-(3,3,3-trifluoropropoxy)-5,6,7,8-tetrahydropyrido[3,4-d]pyrimidine COC=1C2=C(N=C(N1)OCCC(F)(F)F)CNCC2